BrC=1C=CC=C(C1)Cl 5-bromochlorobenzene